3-(3-Methyl-3H-imidazo[4,5-b]pyridin-6-yl)-3-(5-(2-(5,6,7,8-tetrahydro-1,8-naphthyridin-2-yl)ethoxy)-1H-indazol-1-yl)propanoic acid CN1C=NC=2C1=NC=C(C2)C(CC(=O)O)N2N=CC1=CC(=CC=C21)OCCC2=NC=1NCCCC1C=C2